BrC=1C(=NC=C2C=CNC12)OC 7-bromo-6-methoxy-5-Azaindole